S1C(=NC=C1)C1=CC=C(C=2N=C(OC21)N2CC1N(C(C2)C1)C(=O)OC(C)(C)C)C(C(F)(F)F)(C)O tert-Butyl 3-(7-(thiazol-2-yl)-4-(1,1,1-trifluoro-2-hydroxypropan-2-yl)benzo[d]oxazol-2-yl)-3,6-diazabicyclo[3.1.1]heptane-6-carboxylate